F[C@H]1CN(CC[C@@H]1C1=CN2C(=NC(=CC2=O)OS(=O)(=O)C2=CC=C(C=C2)C)S1)C(=O)OC(C)(C)C tert-butyl (3R,4S)-3-fluoro-4-[5-oxo-7-(p-tolylsulfonyloxy)thiazolo[3,2-a]pyrimidin-2-yl]piperidine-1-carboxylate